FC=1C=C(C=CC1F)NC(=O)N1CC=2N(CC1)N=NC2C(=O)N[C@@H](C(F)(F)F)C (R)-N5-(3,4-Difluorophenyl)-N3-(1,1,1-trifluoropropan-2-yl)-6,7-dihydro-[1,2,3]triazolo[1,5-a]pyrazine-3,5(4H)-dicarboxamide